4-vinylphenyl isonitrile C(=C)C1=CC=C(C=C1)[N+]#[C-]